NC1=C(C(=NN1C1(CC1)C)C1=CC=C(C=C1)CC(NC1=CC(=NO1)C12CC(C1)(C2)C)=O)C(=O)N 5-Amino-3-(4-[[(3-[3-methylbicyclo[1.1.1]pentan-1-yl]-1,2-oxazol-5-yl)carbamoyl]methyl]phenyl)-1-(1-methylcyclopropyl)pyrazole-4-carboxamide